CC(CCN1C[C@@H]2[C@H](C1)CC(C2)NC2=CC=C(N=N2)C2=CC=C(C=C2)NC(C)=O)(C)C N-[4-[6-[[(3aR,5r,6aS)-2-(3,3-Dimethylbutyl)-3,3a,4,5,6,6a-hexahydro-1H-cyclopenta[c]pyrrol-5-yl]amino]pyridazin-3-yl]phenyl]acetamide